C(C)(C)N1N=NC2=C1C=CC(=C2)C2=NC(=NO2)C=2C(=NC=CC2)OC 5-(1-isopropyl-1H-benzo[d][1,2,3]triazol-5-yl)-3-(2-methoxy-pyridin-3-yl)-1,2,4-oxadiazole